COC(=O)C=1N(N=C2C=CC(=CC12)Br)C1CCN(CC1)C(=O)OC(C)(C)C 5-bromo-2-(1-(tert-butoxycarbonyl)piperidin-4-yl)-2H-indazole-3-carboxylic acid methyl ester